FC(C=1N=C(SC1)[C@@H]1[C@H](C1)C=1C=2N(N=C(C1)C=1C(NC(NC1)=O)=O)C=CN2)(F)F 5-(8-((1S,2S)-2-(4-(trifluoromethyl)thiazol-2-yl)cyclopropyl)imidazo[1,2-b]pyridazin-6-yl)pyrimidine-2,4(1H,3H)-dione